FC=1C=C(C=CC1)C1=NC(=CC2=C1N=CN(C2=O)[C@H](CO)C)C2=CC=C(C=C2)OC(F)(F)F (S)-8-(3-fluorophenyl)-3-(1-hydroxypropan-2-yl)-6-(4-(trifluoromethoxy)phenyl)pyrido[3,4-d]pyrimidin-4(3H)-one